2-[(2R)-3-(3,4-dihydro-1H-isoquinolin-2-yl)-2-hydroxy-propyl]-6-(1-methylpyrrolidin-3-yl)oxy-3,4-dihydroisoquinolin-1-one C1N(CCC2=CC=CC=C12)C[C@H](CN1C(C2=CC=C(C=C2CC1)OC1CN(CC1)C)=O)O